C(C1=CC=CC=C1)N1N=C(N=C1)N1CCN(CC1)C=1C=NN2C1C(=NC(=C2)C=2C=NN(C2)C)OC 3-(4-(1-benzyl-1H-1,2,4-triazol-3-yl)piperazin-1-yl)-4-methoxy-6-(1-methyl-1H-pyrazol-4-yl)pyrazolo[1,5-a]pyrazine